ICC(=O)NC=1C=C(C[C@H](N)C(=O)O)C=CC1 m-(2-iodoacetamido)-L-phenylalanine